FC=1C=C2C(C[C@H]([C@@H](C2=CC1F)NC(=O)NC=1C=C(C(=NC1C1=CC=CC=C1)C=1C=NC(=CC1)CO)C)O)(C)C 1-((1r,2r)-6,7-difluoro-2-hydroxy-4,4-dimethyl-1,2,3,4-tetrahydronaphthalen-1-yl)-3-(6'-(hydroxymethyl)-3-methyl-6-phenyl-[2,3'-bipyridin]-5-yl)urea